ClC=1C=C2C(=CC1)NC(C21CCN(CC1)CCOC1=CC2=C(NC(=N2)C2CC(C2)(C)O)C(=C1)C(F)(F)F)=O 5-chloro-1'-[2-({2-[(1r,3s)-3-hydroxy-3-methylcyclobutyl]-7-(trifluoromethyl)-1H-1,3-benzodiazol-5-yl}oxy)ethyl]-1,2-dihydrospiro[indole-3,4'-piperidin]-2-one